(5-deazapteroyl)-DL-2-amino-4-phosphonobutanoic acid C(C1=CC=C(NCC2=CN=C3N=C(N)NC(=O)C3=C2)C=C1)(=O)C(C(=O)O)(CCP(=O)(O)O)N